NCC1CC(CC(C1)CN)CN 1,3,5-Tris-(aminomethyl)cyclohexan